4-(1,4-oxazepan-3-yl)indol-2-one O1CC(NCCC1)C=1C2=CC(N=C2C=CC1)=O